CC(CCCCCCCCCCCCC(=O)O)C 14-Methylpentadecanoic acid